C(C)N1N=CC=C1C(=O)N[C@H](C1=NC2=C(N1)C=CC(=C2F)C2C(CN(C2)C(=O)OC(C)(C)C)C(=O)OCC)C2CCC(CC2)C O1-tert-butyl O3-ethyl 4-(2-{(S)-[(2-ethylpyrazole-3-carbonyl)amino](4-methylcyclohexyl)methyl}-4-fluoro-1H-benzimidazol-5-yl)pyrrolidine-1,3-dicarboxylate